CC1=C(C=C2CC[C@@](OC2=C1C)(C)CCC[C@H](C)CCC[C@H](C)CCCC(C)C)OC(=O)C γ-tocopheryl acetate